2-(hydroxymethyl)-N,N,6-trimethylquinazoline-7-sulfonamide OCC1=NC2=CC(=C(C=C2C=N1)C)S(=O)(=O)N(C)C